(S)-N-((R)-1-(6-chloro-1-methyl-2,7-naphthyridin-4-yl)propyl)-2-methylpropane-2-sulfinamide ClC=1C=C2C(=CN=C(C2=CN1)C)[C@@H](CC)N[S@@](=O)C(C)(C)C